N1(CCC1)CC1=C2C(=NC(=C1)C=1C=C3CN(C(C3=CC1)=O)C1C(NC(CC1)=O)=O)NC=C2 3-(5-(4-(azetidin-1-ylmethyl)-1H-pyrrolo[2,3-b]pyridin-6-yl)-1-oxoisoindolin-2-yl)piperidine-2,6-dione